((((((S)-1-cyclobutoxy-1-oxo-3-phenylpropan-2-yl) amino) (phenoxy) phosphoryl) oxy) methyl) tetrahydrofuran-3,4-diylbis(2-methylpropionate) O1CC(C(C1)C(C(=O)[O-])(C)C)C(C(=O)OCOP(=O)(OC1=CC=CC=C1)N[C@H](C(=O)OC1CCC1)CC1=CC=CC=C1)(C)C